4-amino-5-[[3-[(2-cyclohexylacetyl)amino]-3-methyl-1-oxobutyl]amino]-3-pyridinecarboxylic acid NC1=C(C=NC=C1NC(CC(C)(C)NC(CC1CCCCC1)=O)=O)C(=O)O